[2-(morpholine-4-carbonyl)phenyl]amine N1(CCOCC1)C(=O)C1=C(C=CC=C1)N